4-Bromo-9-(4-(t-butyl)phenyl)-9-phenyl-9H-fluorene BrC1=CC=CC=2C(C3=CC=CC=C3C12)(C1=CC=CC=C1)C1=CC=C(C=C1)C(C)(C)C